ClC1=NC=C2C(=N1)N(N=C2)C2CCC1CN(C21)C(C)=O 1-[4-(6-chloropyrazolo[3,4-d]pyrimidin-1-yl)-6-azabicyclo[3.2.0]heptan-6-yl]ethanone